ClC=1C(=C(C=C2C=C(N=CC12)NC(O[C@H]1[C@@H](CCCC1)C#N)=O)C1=C(C2=C(OCCN2)N=C1)C)F trans-2-Cyanocyclohexyl (8-chloro-7-fluoro-6-(8-methyl-2,3-dihydro-1H-pyrido[2,3-b][1,4]oxazin-7-yl)isoquinolin-3-yl)carbamate